(R)-N-(1-hydroxy-3-methylbutan-2-yl)-N-isopropyl-2-(m-tolyloxy)acetamide OC[C@@H](C(C)C)N(C(COC=1C=C(C=CC1)C)=O)C(C)C